dipropylene glycol di-n-butyl ether C(CCC)OC(C)COC(C)COCCCC